FC(C1=NC=CC(=C1)C=O)(F)F (2-(trifluoromethyl)pyridin-4-yl)methanone